(R)-MORPHOLINE-3-CARBOXYLIC ACID N1[C@H](COCC1)C(=O)O